COC1=CC=C(C=C1)OC1=CC=C(C=C1)OC Para-methoxyphenyl ether